(S)-3-(Fmoc-amino)-2-methylpropionic acid C(=O)(OCC1C2=CC=CC=C2C2=CC=CC=C12)NC[C@@H](C(=O)O)C